ClC1=CC=C2C(=C(C(N(C2=C1)C1=CC=CC=C1)=O)NC(C(CO)(C)C)=O)NC([2H])([2H])[2H] N-(7-chloro-4-((methyl-d3)amino)-2-oxo-1-phenyl-1,2-dihydroquinolin-3-yl)-3-hydroxy-2,2-dimethylpropionamide